4,6-dichloro-5-hydroxy-N-(1-phenyl-4-((2-(trifluoromethyl)benzyl)carbamoyl)-1H-pyrazol-3-yl)pyridinecarboxamide ClC1=CC(=NC(=C1O)Cl)C(=O)NC1=NN(C=C1C(NCC1=C(C=CC=C1)C(F)(F)F)=O)C1=CC=CC=C1